Cl.ClC=1C=C(C=C(C1OC1=CC(=C(C=C1)OC)C(C)C)Cl)NC(CN1CCNCC1)=O N-(3,5-dichloro-4-(3-isopropyl-4-methoxyphenoxy)phenyl)-2-(piperazin-1-yl)acetamide Hydrochloride